2-[(2-formyl-4,7-dimethyl-2,3-dihydro-1H-inden-5-yl)oxy]-N-methylacetamide C(=O)C1CC2=C(C=C(C(=C2C1)C)OCC(=O)NC)C